α-bromoisobutanoic acid BrC(C(=O)O)(C)C